1-(3-fluoro-4-formyl-5-hydroxyphenyl)azetidine-2-carboxamide FC=1C=C(C=C(C1C=O)O)N1C(CC1)C(=O)N